5-(2-{2-[N-({2'-methoxy-[1,1'-biphenyl]-4-yl}methyl)formamido]phenyl}ethynyl)-pyridine-2-carboxylic acid COC1=C(C=CC=C1)C1=CC=C(C=C1)CN(C=O)C1=C(C=CC=C1)C#CC=1C=CC(=NC1)C(=O)O